trifluoro-aminobiphenyl methyl-2-[2-(2,5-dimethylphenyloxymethyl)phenyl]-3-methoxyacrylate COC(C(=COC)C1=C(C=CC=C1)COC1=C(C=CC(=C1)C)C)=O.FC=1C(=C(C(=C(C1)C1=CC=CC=C1)N)F)F